Boc-formic acid C(=O)(OC(C)(C)C)C(=O)O